N-ethyl-isoxazole triflate OS(=O)(=O)C(F)(F)F.C(C)N1OC=CC1